5-(3-fluorophenyl)-6-methyl-2-methylsulfonyl-thiazolo[4,5-b]pyridine FC=1C=C(C=CC1)C1=C(C=C2C(=N1)N=C(S2)S(=O)(=O)C)C